2-(anilino)acetamidobenzoic acid N(C1=CC=CC=C1)CC(=O)NC1=C(C(=O)O)C=CC=C1